benzyl (E)-4-(((ethyl(methyl)amino)methylene)amino)-2,5-dimethylbenzoate C(C)N(C)\C=N\C1=CC(=C(C(=O)OCC2=CC=CC=C2)C=C1C)C